S1(C=NC=C1)=N thiazolimine